C12CN(CC(C1)C2)C=2C(=NC1=CC(=CC(=C1N2)[C@@H](C)NC2=C(C(=O)O)C=CC=C2)C)C#N (R)-2-((1-(3-(3-azabicyclo[3.1.1]-heptan-3-yl)-2-cyano-7-methylquinoxalin-5-yl)ethyl)amino)benzoic acid